3-[(3α,7α,12α-trihydroxy-24-oxo-5β-cholan-24-yl)amino]propanesulfonic acid O[C@H]1C[C@H]2C[C@H]([C@H]3[C@@H]4CC[C@H]([C@@H](CCC(=O)NCCCS(=O)(=O)O)C)[C@]4([C@H](C[C@@H]3[C@]2(CC1)C)O)C)O